N[C@@H]1CCC2=C(C=CC(=C12)F)C1=C(C=C(O[C@H]2[C@@H](COC2)O)C=C1C)C (3R,4R)-4-[4-((R)-1-amino-7-fluoro-indan-4-yl)-3,5-dimethyl-phenoxy]-tetrahydro-furan-3-ol